1-acetyl-N-((1R)-2-((3-fluoro-4-(trimethylsilyl)phenyl)amino)-1-(4-(methoxymethyl)phenyl)-2-oxoethyl)piperidine-4-carboxamide C(C)(=O)N1CCC(CC1)C(=O)N[C@@H](C(=O)NC1=CC(=C(C=C1)[Si](C)(C)C)F)C1=CC=C(C=C1)COC